L-1,4-dichlorophenoxyacetic acid ClC1(OCC(=O)O)CC=C(C=C1)Cl